ClC1=NC2=CC=C(C=C2C(=N1)Cl)N(C1=CC(=C(C=C1)CC(=O)N(C)C)OC)C 2-(4-((2,4-dichloroquinazolin-6-yl)(methyl)amino)-2-methoxyphenyl)-N,N-dimethylacetamide